methyl-N-(methyl((S)-pyrrolidin-3-yl)carbamoyl)-L-valinate COC([C@@H](NC(N([C@@H]1CNCC1)C)=O)C(C)C)=O